2-(4-bromophenyl)-3,5,7,8-tetrahydro-4H-thiopyrano[4,3-d]pyrimidin-4-one BrC1=CC=C(C=C1)C=1NC(C2=C(N1)CCSC2)=O